2-(4-fluorophenoxy)-N-{3-methyl-1-[(naphthalen-1-yl)methyl]-1H-pyrazol-5-yl}acetamide FC1=CC=C(OCC(=O)NC2=CC(=NN2CC2=CC=CC3=CC=CC=C23)C)C=C1